lithium 1-methyl-5-(pyridin-2-yl)-1H-pyrazole-3-carboxylic acid CN1N=C(C=C1C1=NC=CC=C1)C(=O)O.[Li]